CC=1C=C2C(=NC1)OC(=N2)C2=CC=C(C=C2)C=2C=CC=1N(C3=CC=C(C=C3C1C2)C2=CC=C(C=C2)C=2OC1=NC=C(C=C1N2)C)C2=CC=C(C=C2)CC 3,6-bis{4-(6-methyloxazolo[5,4-b]pyridin-2-yl)phenyl}-9-(4-ethylphenyl)-9H-carbazole